ent-kaurane C[C@H]1C[C@]23CC[C@@H]4C(C)(C)CCC[C@@]4(C)[C@@H]3CC[C@@H]1C2